copper-Cerium [Ce].[Cu]